N-[2,4-difluoro-3-([[3-isopropyl-1-(oxan-2-yl)pyrazolo[3,4-b]pyridin-5-yl]oxy]methyl)phenyl]-5-fluoro-2-methylpyridine-3-sulfonamide FC1=C(C=CC(=C1COC=1C=C2C(=NC1)N(N=C2C(C)C)C2OCCCC2)F)NS(=O)(=O)C=2C(=NC=C(C2)F)C